N-(5-phenyl-1,3,4-thiadiazol-2-yl)benzo[c]isoxazole C1(=CC=CC=C1)C1=NN=C(S1)N1OCC2=C1C=CC=C2